tetraphenyl-tetrakis(tridecyl)pentaerythritol tetraphosphite P(O)(O)OC(C(C(OP(O)O)(CCCCCCCCCCCCC)C1=CC=CC=C1)(C(OP(O)O)(CCCCCCCCCCCCC)C1=CC=CC=C1)C(OP(O)O)(CCCCCCCCCCCCC)C1=CC=CC=C1)(CCCCCCCCCCCCC)C1=CC=CC=C1